isopropoxyimidazo[1,2-a]pyridine-6-carboxylate C(C)(C)OC=1N=C2N(C=C(C=C2)C(=O)[O-])C1